C1(=CC=CC=C1)/C=C/C=C/C(=O)OC Methyl (2E,4E)-5-phenylpenta-2,4-dienoate